C(OC=1C(C=CN2N([C@H]3N(C(C21)=O)CCOC3)[C@@H](C3=C(C=CC=C3)SC)C3=CC(=C(C=C3)F)F)=O)(OC)=O (12aR)-12-[(R)-(3,4-difluorophenyl)(2-methylsulfanylphenyl)methyl]-6,8-dioxo-3,4,12,12a-tetrahydro-1H-[1,4]oxazino[3,4-c]pyrido[2,1-f][1,2,4]triazin-7-yl methyl carbonate